1-(4-((1H-1,2,4-triazol-1-yl)methyl)phenyl)-3-(4-chlorobenzyl)urea N1(N=CN=C1)CC1=CC=C(C=C1)NC(=O)NCC1=CC=C(C=C1)Cl